S1C(=CC=2C1=C1N(N2)CCC1)C(=O)O 7,8-dihydro-6H-pyrrolo[1,2-b]thieno[2,3-d]pyrazole-2-carboxylic acid